C(C)(C)(C)C1CCC(CC1)C=C(CC(=O)[O-])C(=O)OC 4-(4-tert-butylcyclohexyl)-3-methoxycarbonyl-3-butenoate